C(CC)(=O)O.N1CCCC1 azolidine propionate